6-[(1S,2R,3S,5R)-3-amino-2-fluoro-8-azabicyclo[3.2.1]oct-8-yl]-3-(4-chloro-2-methyl-2H-indazol-5-yl)-5-methyl-1H,4H,5H-pyrazolo[3,4-d]pyrimidin-4-one N[C@@H]1[C@H]([C@@H]2CC[C@H](C1)N2C=2N(C(C1=C(N2)NN=C1C1=C(C2=CN(N=C2C=C1)C)Cl)=O)C)F